2-amino-N-(4-(((2s,4r)-2-methyl-1-propionyl-1,2,3,4-tetrahydroquinolin-4-yl)amino)phenyl)ethane-1-sulfonamide NCCS(=O)(=O)NC1=CC=C(C=C1)N[C@@H]1C[C@@H](N(C2=CC=CC=C12)C(CC)=O)C